magnesium-silver oxide [O-2].[Ag+].[Mg+2]